PYRIDINESULFONAMIDE C1=CC=NC(=C1)S(=O)(=O)N